9,9-bis(4-hydroxy-3-chlorophenyl)fluorene OC1=C(C=C(C=C1)C1(C2=CC=CC=C2C=2C=CC=CC12)C1=CC(=C(C=C1)O)Cl)Cl